C(CCCCC(C)C)SCC(=O)[O-] S-isooctylmercaptoacetate